[Si](C1=CC=CC=C1)(C1=CC=CC=C1)(C(C)(C)C)OC[C@@H](NC)C(=O)NC1=CC=C2C(=N1)C=NN2C(=O)OC(C)(C)C tert-Butyl 5-({O-[tert-butyl(diphenyl)silyl]-N-methyl-D-seryl}amino)-1H-pyrazolo[4,3-b]pyridine-1-carboxylate